citric acid, magnesium salt [Mg+2].C(CC(O)(C(=O)[O-])CC(=O)[O-])(=O)[O-].C(CC(O)(C(=O)[O-])CC(=O)[O-])(=O)[O-].[Mg+2].[Mg+2]